N-[(3-cyano-6-fluoro-2-methoxyphenyl)-methyl]-(difluoromethoxy)-5-fluoropyridine-3-carboxamide C(#N)C=1C(=C(C(=CC1)F)CNC(=O)C=1C(=NC=C(C1)F)OC(F)F)OC